C(=O)(O)CCCCCCC\C=C/C[C@@H](CCCCCC)OS(=O)(=O)[O-].[Na+].C(C)P(CCCCCC)CCCCCC ethyl-bis-(1-hexyl)phosphine sodium [(Z,7R)-17-carboxyheptadec-9-en-7-yl]sulphate